C1=CC2=CC3=NC(=CC4=CC=C(N4)C=C5C=CC(=N5)C=C1N2)C#C3 dehydroporphyrin